1-(9Z-octadecenoyl)-2-nonadecanoyl-glycero-3-phospho-(1'-sn-glycerol) CCCCCCCCCCCCCCCCCCC(=O)O[C@H](COC(=O)CCCCCCC/C=C\CCCCCCCC)COP(=O)(O)OC[C@H](CO)O